CON(C(=O)C12CC(C1)(C2)C)C N-methoxy-N,3-dimethylbicyclo[1.1.1]Pentane-1-carboxamide